C(C)C(CO)CCCCCCCCCCCCCCCC 2-ethyloctadecanol